7-cyclopentylpyrazolo[1,5-a]pyrimidin C1(CCCC1)C1=CC=NC=2N1N=CC2